3,4-dichlorobenzyl-magnesium bromide ClC=1C=C(C[Mg]Br)C=CC1Cl